FC(OC=1C=C(C=NC1)C1=CC=2N(C=C1)N=C(C2)NC(=O)NCCOC=2C=NC=CC2)F 1-(5-(5-(difluoromethoxy)pyridin-3-yl)pyrazolo[1,5-A]pyridin-2-yl)-3-(2-(pyridin-3-yloxy)ethyl)urea